BrC=1C(=NC(=CC1)C=1N=NN(C1CBr)C)C 3-bromo-6-(5-(bromomethyl)-1-methyl-1H-1,2,3-triazol-4-yl)-2-methylpyridine